BrCC1=CC(=C(C=N1)NC1C(NC(CC1)=O)=O)F 3-((6-(bromomethyl)-4-fluoropyridin-3-yl)amino)piperidine-2,6-dione